trans-4-Hydroxyproline O[C@@H]1C[C@H](NC1)C(=O)O